6-picoline N1=CC=CC=C1C